N-(1-cyanocyclopropyl)-7-(4-isobutyrylpiperazin-1-yl)-3-(5-methyl-1,3,4-thiadiazol-2-yl)pyrazolo[1,5-a]pyridine-5-sulfonamide C(#N)C1(CC1)NS(=O)(=O)C1=CC=2N(C(=C1)N1CCN(CC1)C(C(C)C)=O)N=CC2C=2SC(=NN2)C